OCC(C)(C)N1N=CC(=C1)C=1C=CC2=C(C(NC3=C(O2)C=CC(=C3)OC(F)(F)F)=O)C1 2-(1-(Hydroxy-2-methylpropan-2-yl)-1H-pyrazol-4-yl)-8-(trifluoromethoxy)dibenzo[b,f][1,4]oxazepin-11(10H)-one